N1C=NC(=C1)CN1C[C@]([C@H](C1)CCCB(O)O)(C(=O)O)N (3R,4S)-1-((1H-imidazol-4-yl)methyl)-3-amino-4-(3-boronopropyl)pyrrolidine-3-carboxylic acid